C(C)(=O)C1=CN(C2=CC=C(C=C12)C=1C=NC=2N(C1)N=C(C2)C)CC(=O)N2[C@@H](C[C@H](C2)F)C(=O)NCC2=CC=CC=C2 (2S,4R)-1-(2-(3-acetyl-5-(2-methylpyrazolo[1,5-a]pyrimidin-6-yl)-1H-indol-1-yl)acetyl)-N-benzyl-4-fluoropyrrolidine-2-carboxamide